Bis(2-aminopropyl)amine NC(CNCC(C)N)C